(3S)-1-[6-[[5-(trifluoromethyl)-2-pyridinyl]methyl]-2,6-diazaspiro[3.3]heptane-2-carbonyl]pyrrolidine-3-carboxamide FC(C=1C=CC(=NC1)CN1CC2(CN(C2)C(=O)N2C[C@H](CC2)C(=O)N)C1)(F)F